BrC=1C=CC2=C(CN(CC(O2)C2CC2)CC2=CC=C(C=C2)OC)N1 7-bromo-2-cyclopropyl-4-(4-methoxybenzyl)-2,3,4,5-tetrahydropyrido[2,3-f][1,4]oxazepine